OC1=C(C=C(C(=C1)O)C(C)C)C=1N(C(=NN1)C(=O)NCC)C1=CC=C(C=C1)CC1CCNCC1 5-(2,4-Dihydroxy-5-isopropylphenyl)-N-ethyl-4-(4-(piperidin-4-ylmethyl)phenyl)-4H-1,2,4-triazole-3-carboxamide